3-(prop-2-yloxy)-1H-pyrazole CC(C)OC1=NNC=C1